ClC=1C=C(C=C(C1OC=1C=C2CCN(C(C2=CC1)=O)CC1CC1)Cl)N1N=C(C(NC1=O)=O)C#N (3,5-dichloro-4-((2-(cyclopropylmethyl)-1-oxo-1,2,3,4-tetrahydroisoquinolin-6-yl)oxy)phenyl)-3,5-dioxo-2,3,4,5-tetrahydro-1,2,4-triazine-6-carbonitrile